(R)-3-((1-(2-(4,4-dimethylpiperidin-1-yl)-6-methyl-4-oxo-4H-chromen-8-yl)ethyl)amino)pyridazine-4-carboxylic acid CC1(CCN(CC1)C=1OC2=C(C=C(C=C2C(C1)=O)C)[C@@H](C)NC=1N=NC=CC1C(=O)O)C